3-(2-amino-[1,2,4]triazolo[1,5-a]pyridin-7-yl)-N-(2,2-difluoro-2-(3-(4-fluorophenyl)oxetan-3-yl)ethyl)-2-fluoro-6-methylbenzamide NC1=NN2C(C=C(C=C2)C=2C(=C(C(=O)NCC(C3(COC3)C3=CC=C(C=C3)F)(F)F)C(=CC2)C)F)=N1